4,4-difluoro-1,3,5,7-tetramethyl-2,6-dimethyl-benzyl-4-bora-3a,4a-diaza-s-indacene FC1(C(=C(C(CC2=CCN3BN4C=CC(=C4C=C23)C)(C(=C1C)C)C)C)C)F